n-vinylphthalimide C=CN1C(=O)C2=CC=CC=C2C1=O